4,12-dipentyl-2,2,10,10-tetramethyl-1,7,9,15-tetraoxa-4,12-diaza-8-stannaspiro[7.7]pentadecane C(CCCC)N1CC(O[Sn]2(OCC1)OC(CN(CCO2)CCCCC)(C)C)(C)C